BrC1=CC=C(C=C1)NC(NC1=CC=C(C(=O)NO)C=C1)=O 4-(3-(4-bromophenyl)ureido)-N-hydroxybenzamide